Cl.Cl.ClC1=CC=C(C=C1)C=1N=C2N(C=CC=C2)C1CN1CC2COCC(C1)N2 7-{[2-(4-chlorophenyl)imidazo[1,2-a]pyridin-3-yl]methyl}-3-oxa-7,9-diazabicyclo-[3.3.1]nonane dihydrochloride